4-((1-(4-(3-Chloro-5H-imidazo[1,2-c]pyrido[3,4-e][1,3]oxazin-2-yl)benzyl)piperidin-4-yl)amino)pyrimidine-2-carbonitrile ClC1=C(N=C2N1COC1=C2C=NC=C1)C1=CC=C(CN2CCC(CC2)NC2=NC(=NC=C2)C#N)C=C1